2-fluoro-N-((5-fluoro-6-methoxypyridin-3-yl)methyl)-5-(4,4,5,5-tetramethyl-1,3,2-dioxaborolane-2-yl)benzamide FC1=C(C(=O)NCC=2C=NC(=C(C2)F)OC)C=C(C=C1)B1OC(C(O1)(C)C)(C)C